BrC1=CC=C(C=C1)C1=CC(=CC(=C1)C1=CC=CC=C1)C1=CC=CC=C1 1-(4-bromophenyl)-3,5-diphenylbenzene